methyl (tert-butoxycarbonyl)-L-alaninate C(C)(C)(C)OC(=O)N[C@@H](C)C(=O)OC